1-benzyl-N-(3-(N-(4-chlorophenyl)sulfamoyl)phenyl)-6-oxo-1,6-dihydropyridazine-3-carboxamide C(C1=CC=CC=C1)N1N=C(C=CC1=O)C(=O)NC1=CC(=CC=C1)S(NC1=CC=C(C=C1)Cl)(=O)=O